[Si](C)(C)(C(C)(C)C)OCC1(CN2C(O1)=C(C=N2)S(=O)(NC(C2=CC=CC=C2)(C2=CC=CC=C2)C2=CC=CC=C2)=NC(NC2=C1CCC1=CC=1CCC21)=O)C 2-(((tert-butyldimethylsilyl)oxy)methyl)-2-methyl-N'-(tricyclo[6.2.0.03,6]deca-1,3(6),7-trien-2-ylcarbamoyl)-N-trityl-2,3-dihydropyrazolo[5,1-b]oxazole-7-sulfonimidamide